4-cyclohexyl-1-((2-(2-ethyl-1H-benzoimidazol-1-yl)-9-methyl-6-morpholinyl-9H-purin-8-yl)methyl)piperazin-2-one C1(CCCCC1)N1CC(N(CC1)CC=1N(C2=NC(=NC(=C2N1)N1CCOCC1)N1C(=NC2=C1C=CC=C2)CC)C)=O